C(C1=CC=CC=C1)OC1=C2C(=C(N(C2=CC(=C1)F)C1=CC(=C(C=C1)F)F)C1CCOCC1)C1=C(C=C(C(=O)N)C=C1)F 4-[4-benzyloxy-1-(3,4-difluorophenyl)-6-fluoro-2-tetrahydropyran-4-yl-indol-3-yl]-3-fluoro-benzamide